5-(3-amino-1H-pyrazol-4-yl)-N-[2-(4-hydroxy-1-piperidyl)-5-(trifluoromethyl)-3-pyridyl]furan-2-carboxamide NC1=NNC=C1C1=CC=C(O1)C(=O)NC=1C(=NC=C(C1)C(F)(F)F)N1CCC(CC1)O